N=1N(N=CC1)C1=CC=C(C=N1)CN1C(C(N(C=C1)C1(CC1)CF)=O)=O 1-((6-(2H-1,2,3-triazol-2-yl)pyridin-3-yl)methyl)-4-(1-(fluoromethyl)cyclopropyl)-1,4-dihydropyrazine-2,3-dione